6-Chloro-3-[1-[4-oxo-2-(2-pyridyl)-6-(trifluoromethyl)chromen-8-yl]ethylamino]pyridine-2-carboxylic acid ClC1=CC=C(C(=N1)C(=O)O)NC(C)C=1C=C(C=C2C(C=C(OC12)C1=NC=CC=C1)=O)C(F)(F)F